4-((3-(1,1-difluoropropyl)phenyl)carbamoyl)-2-(4-fluoro-6-methoxy-2',6'-dimethyl-[1,1'-biphenyl]-3-yl)-5-methyl-1H-imidazole 3-oxide FC(CC)(F)C=1C=C(C=CC1)NC(=O)C=1[N+](=C(NC1C)C=1C=C(C(=CC1F)OC)C1=C(C=CC=C1C)C)[O-]